(4-(3-(piperidin-4-yl)propoxy)piperidin-1-yl)methanone N1CCC(CC1)CCCOC1CCN(CC1)C=O